The molecule is an optically active form of 3-amino-3-phenylpropanoic acid having R-configuration. It is an enantiomer of a (S)-3-amino-3-phenylpropanoic acid. It is a tautomer of a (R)-3-ammonio-3-phenylpropanoate. C1=CC=C(C=C1)[C@@H](CC(=O)O)N